2-oxopropionic acid sodium salt [Na+].O=C(C(=O)[O-])C